F[C@H]1[C@]2(CCC[C@@](CC1)(N2)C)C (1R,2R,3S,5S)-2-fluoro-1,5-dimethyl-9-azabicyclo[3.3.1]nonan